C(CCCCCCCCC\C=C/CCCCCCCCCC)(=O)O (11Z)-docosa-11-enoic acid